(1r,2s)-1-(6-bromo-2-methoxy-3-quinolinyl)-4-(dimethylamino)-2-(1-naphthyl)-1-phenyl-2-butanol BrC=1C=C2C=C(C(=NC2=CC1)OC)[C@H]([C@](CCN(C)C)(O)C1=CC=CC2=CC=CC=C12)C1=CC=CC=C1